3-(4-Fluorophenyl)-1-[4-(4-hydroxypiperidin-1-yl)phenyl]prop-2-en-1-one FC1=CC=C(C=C1)C=CC(=O)C1=CC=C(C=C1)N1CCC(CC1)O